ClC=1C=C2C=C(NC2=CC1OCC1=NOC=C1)CNC(=O)C1(CCC1)C N-((5-chloro-6-(isoxazol-3-ylmethoxy)-1H-indol-2-yl)methyl)-1-methylcyclobutane-1-carboxamide